Methyl 2-((1R,4r)-4-((R)-2-acetoxy-N-methylpropanamido)cyclohexyl)-6-methoxy-2H-indazole-5-carboxylate C(C)(=O)O[C@@H](C(=O)N(C)C1CCC(CC1)N1N=C2C=C(C(=CC2=C1)C(=O)OC)OC)C